C(C1=CC=CC=C1)(=O)O[C@@H]1[P@](OC([C@H]2[C@@H]1OC(O2)(C)C)[C@@H]2OC(OC2)(C)C)(C2=CC=CC=C2)=O (3aR,6R,7R,7aS)-4-((R)-2,2-dimethyl-1,3-dioxolan-4-yl)-2,2-dimethyl-6-oxido-6-phenyltetrahydro-[1,3]dioxolo[4,5-d][1,2]oxaphosphinin-7-yl benzoate